[Cl-].[Cl-].C[SiH](C)[Zr+2](C1C=C(C2=CC=3CCCC3C=C12)CC(C)C1=CC=CC=C1)C1C=C(C2=CC=CC=C12)C Dimethylsilyl-(3-methyl-indenyl)(3-(2-phenyl-propyl)-1,5,6,7-tetrahydro-s-indacenyl)zirconium dichloride